CN(CCCC(=O)OC(CCCCCCCC(=O)OC\C=C/CCCCCC)CCCCCCCC(=O)OC\C=C/CCCCCC)C di((Z)-non-2-enyl) 9-((4-(dimethylamino)butanoyl)oxy)heptadecanedioate